3,3',5'-biphenyltricarboxylic acid C1(=CC(=CC=C1)C(=O)O)C1=CC(=CC(=C1)C(=O)O)C(=O)O